BrC=1C=C(C(=C(C1)O)C(C)C)O 5-Bromo-2-isopropyl-1,3-dihydroxybenzene